CN[C@@H]1C[C@@H](C1)NC1=NN2C(C=N1)=C(C=C2)C2=CC=1C(=NC=CN1)N=C2 cis-N1-methyl-N3-(5-(pyrido[2,3-b]pyrazin-7-yl)pyrrolo[2,1-f][1,2,4]triazin-2-yl)cyclobutane-1,3-diamine